SCCC(=O)OCC(COC(CCS)=O)(COCC(COC(CCS)=O)(COC(CCS)=O)COC(CCS)=O)COC(CCS)=O Dipentaerythritol hexa(3-mercaptopropionate)